O1-[2-[3-(dimethylamino)propoxycarbonyloxymethyl]-3-[7-(1-hept-6-enyloct-7-enoxy)-7-oxo-heptanoyl]oxy-propyl] O7-(1-hept-6-enyloct-7-enyl) heptanedioate C(CCCCCC(=O)OC(CCCCCC=C)CCCCCC=C)(=O)OCC(COC(CCCCCC(=O)OC(CCCCCC=C)CCCCCC=C)=O)COC(=O)OCCCN(C)C